C(C)N1C(=CC(=C1)C(C)=O)C(=O)OCCC[C@H]1[C@H](C1)CO[Si](C1=CC=CC=C1)(C1=CC=CC=C1)C(C)(C)C 3-((1r,2s)-2-(((tert-butyldiphenylsilyl)oxy)methyl)cyclopropyl)propan-1-ol Ethyl-4-Acetyl-1H-Pyrrole-2-Carboxylate